N-(2-(2,6-dioxo-piperidin-3-yl)-1,3-dioxoisoindolin-5-yl)-3,4-dimethylbenzene-sulfonamide O=C1NC(CCC1N1C(C2=CC=C(C=C2C1=O)NS(=O)(=O)C1=CC(=C(C=C1)C)C)=O)=O